ethyl (2S)-2-[[(2S,5R)-2-(5-carbamoyl-1,3,4-oxadiazol-2-yl)-3-methyl-7-oxo-1,6-diazabicyclo[3.2.1]oct-3-en-6-yl]oxy]-2-fluoro-acetate C(N)(=O)C1=NN=C(O1)[C@H]1N2C(N([C@H](C=C1C)C2)O[C@H](C(=O)OCC)F)=O